5-fluoro-6-((6-methoxy-3-methyl-2-oxo-7-phenyl-2,3-dihydro-1H-imidazo[4,5-c]pyridin-1-yl)methyl)pyridine-3-sulfonamide FC=1C=C(C=NC1CN1C(N(C=2C=NC(=C(C21)C2=CC=CC=C2)OC)C)=O)S(=O)(=O)N